1-(4-(bis(3-methoxyphenyl)methyl)piperazine-1-carbonyl)-1H-benzo[d][1,2,3]triazole-5-carbonitrile COC=1C=C(C=CC1)C(N1CCN(CC1)C(=O)N1N=NC2=C1C=CC(=C2)C#N)C2=CC(=CC=C2)OC